OC1CN(CC1)CN1C(NC(C=C1)=O)=O ((3-hydroxypyrrolidin-1-yl)methyl)pyrimidine-2,4(1H,3H)-dione